C1(CC1)C1=CC(=NC=2N1N=C(C2)C2=C(C=C(C=C2)N2C[C@@H](CC2)O)F)C(=O)N2[C@@H](C1=CC=CC=C1CC2)C (3R)-1-(4-{7-cyclopropyl-5-[(1R)-1-methyl-1,2,3,4-tetrahydroisoquinoline-2-carbonyl]pyrazolo[1,5-a]pyrimidin-2-yl}-3-fluorophenyl)pyrrolidin-3-ol